FC(OC1=CC=C(C=C1)C1=CC=C(C=C1)NC=1N=NNC1C(=O)O)(F)F 4-((4'-(trifluoromethoxy)-[1,1'-biphenyl]-4-yl)amino)-1H-1,2,3-triazole-5-carboxylic acid